8-((3R,4R)-4-(4-cyclohexylphenoxy)-3-methylpiperidin-1-yl)-5-methyl-6-oxo-5,6-dihydro-1,5-naphthyridine-2-carbonitrile C1(CCCCC1)C1=CC=C(O[C@H]2[C@@H](CN(CC2)C2=CC(N(C=3C=CC(=NC23)C#N)C)=O)C)C=C1